8-[6-(trifluoromethyl)pyridin-2-yl]-2,8-diazaspiro[4.5]decan-3-one FC(C1=CC=CC(=N1)N1CCC2(CC(NC2)=O)CC1)(F)F